COC=1C=C(CN2CCCC23CCN(CC3)C(=O)OC(C(F)(F)F)C(F)(F)F)C=CC1 1,1,1,3,3,3-hexafluoropropan-2-yl 1-(3-methoxybenzyl)-1,8-diazaspiro[4.5]decane-8-carboxylate